COC1=CC=C(C=C1)C(OC[C@@]1(O[C@H](COC1)N1C(NC(C(=C1)C)=O)=O)COC(C1=CC=CC=C1)=O)(C1=CC=CC=C1)C1=CC=C(C=C1)OC.CON(C(CC1OCCCC1)=O)C N-methoxy-N-methyl-2-(tetrahydro-2H-pyran-2-yl)acetamide [(2R,6R)-2-[[bis(4-methoxyphenyl)-phenyl-methoxy]methyl]-6-(5-methyl-2,4-dioxo-pyrimidin-1-yl)-1,4-dioxan-2-yl]methyl-benzoate